ClC=1C=CC(=C(C1)C1=CC(N(C=C1OC)CN1CN(NC1)C=1C=C(C(=O)O)C=CC1)=O)N1N=NC(=C1)Cl 3-(4-((4-(5-chloro-2-(4-chloro-1H-1,2,3-triazol-1-yl)phenyl)-5-methoxy-2-oxopyridin-1(2H)-yl)methyl)-1H-1,2,4-triazol-2-yl)benzoic acid